ClC=1C=CC=2C(C3=C(NC2N1)N=CN3CC)=O 6-chloro-1-ethyl-1,4-dihydro-9H-imidazo[4,5-B][1,8]naphthyridin-9-one